FC=1C=C2C3=C(NC2=C(C1)N(C(OCOP(=O)(OC(C)(C)C)OC(C)(C)C)=O)C)N=C(N=C3N3CC1CC(C1C3)O)OC=3C=NC(=NC3)C ((Di-tert-butoxyphosphoryl)oxy)methyl (6-fluoro-4-(6-hydroxy-3-azabicyclo[3.2.0]heptan-3-yl)-2-((2-methylpyrimidin-5-yl)oxy)-9H-pyrimido[4,5-b]indol-8-yl)(methyl)carbamate